N'-hydroxy-5-methylpyridinecarboxamidine ON=C(N)C1=NC=C(C=C1)C